[(3R,4S)-4-[(2-{3-[(4-methanesulfonyl-2-methoxyphenyl)amino]prop-1-yn-1-yl}-1-(2,2,2-trifluoroethyl)-1H-indol-4-yl)amino]-3-methylpiperidin-1-yl]-3-methoxypropan-2-ol CS(=O)(=O)C1=CC(=C(C=C1)NCC#CC=1N(C2=CC=CC(=C2C1)N[C@@H]1[C@@H](CN(CC1)CC(COC)O)C)CC(F)(F)F)OC